5-{[2-(3-chlorophenyl)ethyl]sulfonylamino}-1,3-thiazole-4-carboxylic acid ClC=1C=C(C=CC1)CCS(=O)(=O)NC1=C(N=CS1)C(=O)O